NC1=NC=2C=CC(=CC2C2=C1C=NN2C)C(=O)N(C)[C@@H]2COC(C1=CC(=CC=C21)C=2CCOCC2)(C)C (S)-4-amino-N-(7-(3,6-dihydro-2H-pyran-4-yl)-1,1-dimethylisochroman-4-yl)-N,1-dimethyl-1H-pyrazolo[4,3-c]quinoline-8-carboxamide